C(C(C)(C)C)(=O)OC=1C=C2CCN(CC2=CC1)C1=C(C=C(C=C1)F)NCC 2-(2-(ethylamino)-4-fluorophenyl)-1,2,3,4-tetrahydroisoquinolin-6-yl pivalate